2,3,4,5-tetrahydro-7,8-dinitro-3-(trifluoroacetyl)-1,5-methano-1H-3-benzazepine [N+](=O)([O-])C1=CC2=C(C3CN(CC2C3)C(C(F)(F)F)=O)C=C1[N+](=O)[O-]